5-(1H-pyrazol-1-yl)-6-(2,4,6-trifluorophenyl)-3,4-dihydropyridin-2(1H)-one N1(N=CC=C1)C=1CCC(NC1C1=C(C=C(C=C1F)F)F)=O